FC1=CC(=C2C=NN(C2=C1)C1C(NC(CC1)=O)=O)C=1C=NN(C1)CC1CCNCC1 3-(6-fluoro-4-(1-(piperidin-4-ylmethyl)-1H-pyrazol-4-yl)-1H-indazol-1-yl)piperidine-2,6-dione